5',6'-dihydro-7'H-spiro[cyclopropane-1,8'-pyrido[4,3-d]pyrimidin]-7'-one N1=CN=CC2=C1C1(C(NC2)=O)CC1